4-(4-(5,6-dihydroimidazo[1,5-a]pyrazin-7(8H)-yl)-2-(((2R,7aS)-2-fluorohexahydro-1H-pyrrolizin-7a-yl)methoxy)-5,6-dihydropyrido[3,4-d]pyrimidin-7(8H)-yl)-5-ethyl-6-fluoronaphthalen-2-ol C=1N=CN2C1CN(CC2)C=2C1=C(N=C(N2)OC[C@]23CCCN3C[C@@H](C2)F)CN(CC1)C1=CC(=CC2=CC=C(C(=C12)CC)F)O